1-[(2-isopropyl-4-methyl-phenyl)carbamothioyl]-3-[3-[3-[1-[4-(trifluoromethoxy)phenyl]-1H-1,2,4-triazol-3-yl]phenyl]propyl]urea C(C)(C)C1=C(C=CC(=C1)C)NC(=S)NC(=O)NCCCC1=CC(=CC=C1)C1=NN(C=N1)C1=CC=C(C=C1)OC(F)(F)F